C(C)C1=CC=NC2=CC=CC=C12 4-ethylquinoline